The molecule is a member of the class of dioxolanes that is 1,3-dioxolane substituted at position 2 by a 2-(2-methoxyethoxy)ethoxy group. It is a dioxolane, an ortho ester and a diether. It derives from a hydride of a 1,3-dioxolane. COCCOCCOC1OCCO1